thieno[3,2-d]-pyrimidine N1=CN=CC2=C1C=CS2